L-cystine monoamide C([C@@H](C(=O)N)N)SSC[C@@H](C(=O)O)N